C(C)OC(=O)[C@@H]1[C@H]([C@H]2C3C=CC3[C@@H]1C=C2)C(=O)O (1S,6R,7S,8S)-8-(ethoxycarbonyl)tricyclo[4.2.2.02,5]deca-3,9-diene-7-carboxylic acid